5-[5-[(1R)-1-(3,5-dichloro-2-methyl-4-pyridyl)ethoxy]-1H-indazol-3-yl]-N-[(3S)-tetrahydrofuran-3-yl]pyridin-2-amine ClC=1C(=NC=C(C1[C@@H](C)OC=1C=C2C(=NNC2=CC1)C=1C=CC(=NC1)N[C@@H]1COCC1)Cl)C